1-(5-(5-((6,8-dimethoxy-4-oxo-3,4-dihydrophthalazin-1-yl)methyl)-2-fluorophenyl)-1H-benzimidazol-2-yl)-3-ethylurea COC=1C=C2C(NN=C(C2=C(C1)OC)CC=1C=CC(=C(C1)C1=CC2=C(NC(=N2)NC(=O)NCC)C=C1)F)=O